COC1=C(C(=CC=C1)OC)S(=O)(=O)NC1=NOC2=C1C(=CC(=C2)SC=2SC=CN2)OC 2,6-dimethoxy-N-(4-methoxy-6-(thiazol-2-ylsulfanyl)benzo[d]isoxazol-3-yl)benzenesulfonamide